5-methyl-1-((2-(trimethylsilyl)ethoxy)methyl)-1H-pyrazole-4-carbaldehyde CC1=C(C=NN1COCC[Si](C)(C)C)C=O